1,5-diphenoxypentane O(C1=CC=CC=C1)CCCCCOC1=CC=CC=C1